C(C)(=O)N1CC2=C(CC1)N(N=C2N2CCCC1=CC(=C(C=C21)C(F)F)C=2C=NN(C2)C)C2CCC(CC2)C2CCN(CC2)C2=CC=C(C(=O)OC(C)(C)C)C=C2 tert-butyl 4-[4-[4-[5-acetyl-3-[7-(difluoromethyl)-6-(1-methylpyrazol-4-yl)-3,4-dihydro-2H-quinolin-1-yl]-6,7-dihydro-4H-pyrazolo[4,3-c]pyridin-1-yl] cyclohexyl]-1-piperidyl]benzoate